N-(5-chloro-4-cyano-2-fluoro-phenyl)-5-phenyl-1H-pyrrole-3-sulfonamide ClC=1C(=CC(=C(C1)NS(=O)(=O)C1=CNC(=C1)C1=CC=CC=C1)F)C#N